1-(2,6-dichloroisonicotinoyl)-3-methyl-1,2,3,6-tetrahydropyridin ClC=1C=C(C(=O)N2CC(C=CC2)C)C=C(N1)Cl